ethyl 2-[5-[[5-(3,5-dichloro-4-fluoro-phenyl)-5-(trifluoromethyl)-4H-isoxazol-3-yl]amino]-2-methyl-phenyl]-2,2-difluoro-acetate ClC=1C=C(C=C(C1F)Cl)C1(CC(=NO1)NC=1C=CC(=C(C1)C(C(=O)OCC)(F)F)C)C(F)(F)F